ClC=1N=C(SC1)[C@H](C)NC1=CC(=NC=2N1N=CC2C(C)C)NC[C@@H]2[C@H](CNCC2)O (3R,4R)-4-(((7-(((S)-1-(4-Chlorothiazol-2-yl)ethyl)amino)-3-isopropylpyrazolo[1,5-a]pyrimidin-5-yl)amino)methyl)piperidin-3-ol